1,4-benzoquinone sodium salt [Na].C1(C=CC(C=C1)=O)=O